(R)-N-(7-(1-(1-propenylpiperidin-3-yl)-4-amino-1H-pyrazolo[3,4-d]pyrimidin-3-yl)benzo[d][1,3]dioxol-4-yl)-3-chlorobenzamide C(=CC)N1C[C@@H](CCC1)N1N=C(C=2C1=NC=NC2N)C2=CC=C(C1=C2OCO1)NC(C1=CC(=CC=C1)Cl)=O